CC1=C(C=NC=C1)C=1C=C2C(=NC1)NC=C2C2=CC=1N(C=C2)N=CC1C(=O)NC=1C=NC=CC1 5-(5-(4-methylpyridin-3-yl)-1H-pyrrolo[2,3-b]pyridin-3-yl)-N-(pyridin-3-yl)pyrazolo[1,5-a]pyridine-3-carboxamide